FC(OC1=C(C=C(N)C=C1)C1=NOC(=N1)C)F 4-(difluoromethoxy)-3-(5-methyl-1,2,4-oxadiazol-3-yl)aniline